N,N'-di(β-naphthyl)-p-phenylenediamine C1=C(C=CC2=CC=CC=C12)NC1=CC=C(C=C1)NC1=CC2=CC=CC=C2C=C1